ClC1=C(C#N)C=CC(=C1)N1CC2(C[C@H]1C)CCN(CC2)C2=CC=C(C=C2)C(=O)N2CCN(CC2)CC2CCN(CC2)C2=CC(=CC=C2)NC2C(NC(CC2)=O)=O 2-Chloro-4-((3R)-8-(4-(4-((1-(3-((2,6-dioxopiperidin-3-yl)amino)phenyl)piperidin-4-yl)methyl)piperazine-1-carbonyl)phenyl)-3-methyl-2,8-diazaspiro[4.5]decan-2-yl)benzonitrile